OC=1C=CC=C2C=CC=C(C12)CC(=O)C=1SC=CC1 2-(8-hydroxynaphthalen-1-yl)-1-(thiophen-2-yl)ethan-1-one